lithium-yttrium chloride [Cl-].[Y+3].[Li+].[Cl-].[Cl-].[Cl-]